CN(C(CNC1=NN(C(C2=CC=CC=C12)=O)C)C1=CC=CC=C1)C 4-((2-(dimethylamino)-2-phenylethyl)amino)-2-methylphthalazin-1(2H)-one